C(=CC=CC=CC=CC=CCCCCCCCCC)C=1OCCCN1 2-nonadecapentaenyl-4,5-dihydro-1,3-oxazine